FC=1C=C2C(=CNC2=CC1F)NC(C1=CC=C(C=C1)OC=1C=NC=CC1)=O N-(5,6-difluoro-1H-indol-3-yl)-4-(pyridin-3-yloxy)benzamide